C(C1=CC=CC=C1)N1C(CCC1)C=1NC(=C(N1)C)C1=CC=C(C=C1)Cl 2-(1-benzylpyrrolidin-2-yl)-5-(4-chlorophenyl)-4-methyl-1H-imidazole